ClC1=C(C(=O)NC2=CC(=C(C=C2)C(C(F)(F)F)(C(F)(F)F)O)Cl)C=CC=C1 2-chloro-N-(3-chloro-4-(1,1,1,3,3,3-hexafluoro-2-hydroxypropan-2-yl)phenyl)benzamide